9-(4-chloro-2-fluoro-phenyl)-2,3-dimethyl-7-[(2S,4R)-2-(1H-pyrazol-4-yl)tetrahydropyran-4-yl]pyrazino[1,2-a]pyrimidin-4-one ClC1=CC(=C(C=C1)C1=NC(=CN2C1=NC(=C(C2=O)C)C)[C@H]2C[C@H](OCC2)C=2C=NNC2)F